O=C1NC(CCC1N1C(N(C2=C1C=CC(=C2)N2C[C@@H]([C@@H](CC2)CC(=O)NC2=CC1=CC(=C(C(=C1C=C2)F)N2S(NC(C2)=O)(=O)=O)O)C)C)=O)=O 2-[(3R,4S)-1-[1-(2,6-dioxo-3-piperidyl)-3-methyl-2-oxo-benzimidazol-5-yl]-3-methyl-4-piperidyl]-N-[5-fluoro-7-hydroxy-6-(1,1,4-trioxo-1,2,5-thiadiazolidin-2-yl)-2-naphthyl]acetamide